5-[[2-oxo-2-[(1S,4S,5R)-4-(2-thienyl)-3-azabicyclo[3.2.1]Octan-3-Yl]Acetyl]amino]pyridine-3-carboxamide O=C(C(=O)NC=1C=C(C=NC1)C(=O)N)N1C[C@H]2CC[C@@H]([C@H]1C=1SC=CC1)C2